[Br-].C[N+](CCC[Si](OC)(OC)OC)(CCCCCCCCCCCCCCCCCC)C dimethyl-octadecyl-[3-(trimethoxysilyl)propyl]ammonium bromide